Methyl 4-[(1S)-1-[(3-aminotetrahydrofuran-3-carbonyl)amino]ethyl]benzoate, hydrochloride Cl.NC1(COCC1)C(=O)N[C@@H](C)C1=CC=C(C(=O)OC)C=C1